CN(C1=CC=C(C=C1)C1=CC=C(C=C1)CN(C(=O)C1CCCCC1)C1=CC(=CC=C1)I)C N-((4'-(Dimethylamino)-[1,1'-biphenyl]-4-yl)methyl)-N-(3-iodophenyl)cyclohexanecarboxamide